N-iso-Pentyl-4-morpholino-1H-benzo[d]imidazole-1-carboxamide C(CC(C)C)NC(=O)N1C=NC2=C1C=CC=C2N2CCOCC2